4-((6-amino-4-(furan-2-yl)-1H-pyrazolo[3,4-d]pyrimidin-1-yl)methyl)-N-hydroxybenzoamide NC1=NC(=C2C(=N1)N(N=C2)CC2=CC=C(C(=O)NO)C=C2)C=2OC=CC2